β-alanine DiPotassium Hydrogen Phosphate P(=O)(O)([O-])[O-].[K+].[K+].NCCC(=O)O